ClC1=C(CC2=CC=CC3=C2NC(=NS3(=O)=O)NCC3=C(C=CC=C3)C(F)(F)F)C=CC=C1 5-(2-chlorobenzyl)-3-((2-(trifluoromethyl)benzyl)amino)-4H-benzo[e][1,2,4]thiadiazine 1,1-dioxide